C1(CC1)C1=NN=C2N1N=CC1=CC=CC=C21 3-Cyclopropyl-[1,2,4]triazolo[3,4-a]phthalazine